O=C1N(CC2=C3C(=CC=C12)C1(CCN(CC1)C1CCC2(OCCO2)CC1)CO3)[C@@H]3C(NC(CC3)=O)=O (S)-3-(6-oxo-1'-(1,4-dioxaspiro[4.5]decan-8-yl)-6,8-dihydro-2H,7H-spiro[furo[2,3-e]isoindole-3,4'-piperidin]-7-yl)piperidine-2,6-dione